BrC1=CC=C2C(=NN(C2=C1)C1OCCCC1)C1=NC2=C(N1COCC[Si](C)(C)C)CN(C2)C(=O)OC(C)(C)C tert-butyl 2-(6-bromo-1-(tetrahydro-2H-pyran-2-yl)-1H-indazol-3-yl)-1-((2-(trimethylsilyl) ethoxy) methyl)-4,6-dihydropyrrolo[3,4-d]imidazole-5(1H)-carboxylate